C1(CCC2=CC=CC=C12)OC(=O)N[C@H](C(=O)O)CCN(CCCCC1=NC=2NCCCC2C=C1)CCOC (2S)-2-((((2,3-dihydro-1H-inden-1-yl)oxy)carbonyl)amino)-4-((2-methoxyethyl)(4-(5,6,7,8-tetrahydro-1,8-naphthyridin-2-yl)butyl)amino)butanoic acid